2-[[2-chloro-5-(1-methylpyrazol-3-yl)phenyl]methylamino]-5-propyl-4H-[1,2,4]triazolo[1,5-a]-pyrimidine-7-thione ClC1=C(C=C(C=C1)C1=NN(C=C1)C)CNC1=NN2C(NC(=CC2=S)CCC)=N1